4-(chloromethyl)-1,3-dioxolan-2-one ClCC1OC(OC1)=O